C1(CC1)C1=C(C(=NO1)C1=C(C=CC=C1)OC(F)(F)F)C1=CC2(C1)CCN(CC2)C2=CC=CN=N2 6-(2-(5-Cyclopropyl-3-(2-(trifluoromethoxy)phenyl)isoxazol-4-yl)-7-azaspiro[3.5]non-1-en-7-yl)pyridazin